OC1CN(CCC1N1N=CC(=C1)[N+](=O)[O-])C(=O)OC(C)(C)C tert-Butyl 3-hydroxy-4-(4-nitro-1H-pyrazol-1-yl)piperidine-1-carboxylate